C(C)(C)(C)OC(=O)N1CC2=NC=C(C=C2C1)CN 3-(aminomethyl)-5,7-dihydro-6H-pyrrolo[3,4-b]Pyridine-6-carboxylic acid tert-butyl ester